tert-butyl 2-(6-((6-aminopyridin-2-yl)methyl)-4-methyl-5-oxo-5,6-dihydro-4H-thiazolo[5',4':4,5]pyrrolo[2,3-d]pyridazin-2-yl)-2-(1-(tetrahydro-2H-pyran-2-yl)-1H-pyrazol-3-yl)acetate NC1=CC=CC(=N1)CN1N=CC2=C(C1=O)N(C1=C2SC(=N1)C(C(=O)OC(C)(C)C)C1=NN(C=C1)C1OCCCC1)C